6-(3-((1-(trifluoromethyl)cyclopropyl)methoxy)-1H-pyrazol-1-yl)-2-((S)-2,2,4-trimethylpyrrolidin-1-yl)nicotinamide FC(C1(CC1)COC1=NN(C=C1)C1=NC(=C(C(=O)N)C=C1)N1C(C[C@@H](C1)C)(C)C)(F)F